2-(2,5-dimethoxyphenyl)thiazole COC1=C(C=C(C=C1)OC)C=1SC=CN1